1,4-benzodioxan O1CCOC2=C1C=CC=C2